S(OC1=CC=C(C=C1)OCC1=C(C=C(C=C1F)CN1N=CN=C1C)F)(=O)(=O)F 4-((2,6-difluoro-4-((5-methyl-1H-1,2,4-triazol-1-yl)methyl)benzyl)oxy)phenyl sulfurofluoridate